2-(2-bromo-8-oxospiro[cyclopenta[d][1,2,4]triazolo[1,5-a]pyrimidine-7,4'-piperidin]-4(8H)-yl)-N-(2-chloro-4-(trifluoromethyl)phenyl)acetamide BrC1=NN2C(N(C3=C(C2=O)C2(CCNCC2)C=C3)CC(=O)NC3=C(C=C(C=C3)C(F)(F)F)Cl)=N1